COC(=O)C=1C=CC2=C(N(C(=N2)CN2CCC(CC2)C2=NC(=CC=C2)OCC2=C(C=C(C=C2)C(C)=O)OC)C[C@H]2OCC2)C1 (S)-2-((4-(6-((4-acetyl-2-methoxybenzyl)oxy)pyridin-2-yl)piperidin-1-yl)methyl)-1-(oxetan-2-ylmethyl)-1H-benzo[d]imidazole-6-carboxylic acid methyl ester